N-(4-((2-chloropyridin-4-yl)oxy)-3-fluorophenyl)-1-phenyl-5-(trifluoromethyl)-1H-imidazole-4-Carboxamide ClC1=NC=CC(=C1)OC1=C(C=C(C=C1)NC(=O)C=1N=CN(C1C(F)(F)F)C1=CC=CC=C1)F